C(C)(C)(C)OC(=O)N1CCC(CC1)N1N=NC(=C1C)C1=CC=2N(C(=C1)OC(C)C=1C=NC(=CC1)Cl)C(=CN2)C#N.CC2=C(C=CC=C2)C=CC=O 3-(2-methylphenyl)prop-2-en-1-one tert-Butyl-4-[4-[5-[1-(6-chloro-3-pyridyl)ethoxy]-3-cyano-imidazo[1,2-a]pyridin-7-yl]-5-methyl-triazol-1-yl]piperidine-1-carboxylate